ClC1=NC=C(C(=O)O)C(=C1)C(F)(F)F 6-chloro-4-trifluoromethyl-nicotinic acid